bromo(methyl)triphenyl-lambda5-phosphane BrP(C1=CC=CC=C1)(C1=CC=CC=C1)(C1=CC=CC=C1)C